BrC=1C=C(C=2N(C1)N=CC2)OC 6-bromo-4-methoxy-pyrazolo[1,5-a]pyridine